C(C)(C)(C)OC(=O)N1C(CCCCC1)C1=NC(=C(C=C1)N)N (5,6-diaminopyridin-2-yl)azepane-1-carboxylic acid tert-butyl ester